N1N=CC2=CC(=CC=C12)NC1=NC(=NC=C1)C=1C=C2C=C(NC2=CC1)C(=O)NC1=CN=NC=C1 5-(4-((1H-indazol-5-yl)amino)pyrimidin-2-yl)-N-(pyridazin-4-yl)-1H-indole-2-carboxamide